CCCCCCCC/C=C\\CCCCCCCC(=O)OC(CCCCCC)CCCCCCCCCCC(=O)O The molecule is a fatty acid ester obtained by formal condensation of the carboxy group of oleic acid with the hydroxy group of 12-hydroxyoctadecanoic acid. It is a fatty acid ester and a monocarboxylic acid. It derives from an oleic acid and a 12-hydroxyoctadecanoic acid. It is a conjugate acid of a 12-[(9Z)-octadecenoyloxy]octadecanoate.